[Si](C)(C)(C(C)(C)C)OCCCC#CCCCCCCOC1OCCCC1 1-(tert-butyldimethylsilyloxy)-11-(tetrahydropyranyloxy)-4-undecayne